(4S)-3'-[2,6-Difluoro-4-(2-phenylethynyl)phenyl]-1',2-dimethyl-spiro[5,6,7,8-tetrahydrocyclohepta[c]pyrazole-4,6'-hexahydropyrimidine]-2',4'-dione FC1=C(C(=CC(=C1)C#CC1=CC=CC=C1)F)N1C(N([C@]2(CC1=O)CCCCC1=NN(C=C12)C)C)=O